C(C)(C)(C)OC(=O)SC1=NC(=CC(=N1)C)C 2-(tert-Butoxycarbonylthio)-4,6-dimethylpyrimidine